C(C1=CC=CC=C1)N1N=C(C=C1)C(=O)NC1C(N(C2=C(OC1)C=CC(=C2)C#CC(C)(C)O)C)=O 1-benzyl-N-(7-(3-hydroxy-3-methylbut-1-yn-1-yl)-5-methyl-4-oxo-2,3,4,5-tetrahydrobenzo[b][1,4]oxazepin-3-yl)-1H-pyrazole-3-carboxamide